diethyl (2-aminoethyl) phosphate P(=O)(OCC)(OCC)OCCN